N-(4-(4-(1,1-difluoro-2-morpholino-2-oxoethyl)phenyl)-1H-pyrrolo[2,3-b]pyridin-6-yl)cyclopropylcarboxamide FC(C(=O)N1CCOCC1)(F)C1=CC=C(C=C1)C1=C2C(=NC(=C1)NC(=O)C1CC1)NC=C2